N-[(4-Fluorophenyl)-methyl]-2-methoxy-4-methyl-6-[(3R)-3-methyl-morpholin-4-yl]-pyridine-3-carboxylic acid amide FC1=CC=C(C=C1)CNC(=O)C=1C(=NC(=CC1C)N1[C@@H](COCC1)C)OC